N1CCC(CC1)C=1SC2=C(N1)SC(=N2)N (piperidin-4-yl)[1,3]thiazolo[5,4-d][1,3]thiazol-2-amine